C(CCCCC)(=O)OCC(=O)NCC1=CC(=C(C=C1)O)OC 2-((4-hydroxy-3-methoxy-benzyl)amino)-2-oxoethyl hexanoate